(S)-5-amino-3-(2-(4-(2,4-difluoro-5-(2-(methyl-sulfinyl)ethoxy)phenyl)piperazin-1-yl)ethyl)-8-(furan-2-yl)thiazolo[5,4-e][1,2,4]triazolo[1,5-c]pyrimidin-2(3H)-one NC1=NC2=C(C=3N1N=C(N3)C=3OC=CC3)SC(N2CCN2CCN(CC2)C2=C(C=C(C(=C2)OCC[S@@](=O)C)F)F)=O